C1(CC1)C(CP(OCC)(=O)C)C1=CC(=CC=C1)OC[C@@H]1CC[C@H](CC1)C1=C(C=CC(=C1)OC)F ethyl (2-cyclopropyl-2-(3-(((trans)-4-(2-fluoro-5-methoxyphenyl)cyclohexyl)methoxy)phenyl)ethyl)(methyl)phosphinate